C(#N)C1=CC=C(C=N1)CN1N=C2N(CCCC2)C1=O (5RS)-2-[(6-Cyanopyridin-3-yl)methyl]-3-oxo-2,3,5,6,7,8-hexahydro[1,2,4]triazolo[4,3-a]pyridin